C(OC(C)(C)CC)(=O)O[O-] Tertiary amyl peroxycarbonate